C(C)(C)(C)OC(=O)N1[C@H]([C@H](CC1)O)C(=O)O (2R,3S)-1-(tert-butoxy-carbonyl)-3-hydroxy-pyrrolidine-2-carboxylic acid